ethylene dipalmitate C(CCCCCCCCCCCCCCC)(=O)OCCOC(CCCCCCCCCCCCCCC)=O